dihydroribosylthymine [C@@H]1([C@H](O)[C@H](O)[C@@H](CO)O1)N1C(=O)NC(=O)C(C)C1